6-Cyclopropyl-3-(((R)-7-((2S,4R)-2-(2,5-difluorophenyl)-4-(methylamino)piperidine-1-carbonyl)-7-azaspiro[4.5]decan-10-yl)methyl)pyrimidin-4(3H)-one C1(CC1)C1=CC(N(C=N1)C[C@@H]1CCN(CC12CCCC2)C(=O)N2[C@@H](C[C@@H](CC2)NC)C2=C(C=CC(=C2)F)F)=O